bis-sulfosuccinimidyl suberate (Bissulfosuccinimidyl suberate) S(=O)(=O)(O)C(C(C(=O)O)(N1C(CCC1=O)=O)S(=O)(=O)O)CCCCC(=O)O.C(CCCCCCC(=O)O)(=O)ON1C(C(C(C1=O)S(=O)(=O)O)S(=O)(=O)O)=O